O1CCN(CC1)C1=C(C(=CC=C1)N)N 3-morpholinobenzene-1,2-diamine